C(C)(C)(C)OC(=O)N1CC=2C=CC(=NC2CC1CCC1CCCCC1)SCC1=CC=CC=C1 2-(Benzylthio)-7-(2-cyclohexylethyl)-7,8-dihydro-1,6-naphthyridine-6(5H)-carboxylic acid tert-butyl ester